C1(=CC=C(C=C1)CO[C@@H](CO)COCCCCCCCCCCCCCCCCCC)C1=CC=CC=C1 (S)-2-([1,1'-biphenyl]-4-ylmethoxy)-3-(octadecyloxy)propan-1-ol